4-(Trifluoromethyl)phenol FC(C1=CC=C(C=C1)O)(F)F